C(C)OC(CCC=1C=CC=NC1C)=O 5-(3-Ethoxy-3-oxopropyl)-6-methylpyridine